4-methylcyclohexanemethanol CC1CCC(CC1)CO